2-azaspiro[3.4]Oct-5-ene C1NCC12C=CCC2